NC1=C2N=CN(C2=NC(=N1)F)[C@H]1C[C@@H]([C@@](O1)(C#C)CO[P@](=O)(OC1=CC=CC=C1)N[C@@H](CC1=CC=CC=C1)C(=O)OC(C)C)OC(=O)OC(CCCC)CCCC Isopropyl ((S)-(((2R,3S,5R)-5-(6-amino-2-fluoro-9H-purin-9-yl)-2-ethynyl-3-(((nonan-5-yloxy)carbonyl)oxy) tetrahydrofuran-2-yl)methoxy)(phenoxy)phosphoryl)-L-phenylalaninate